CN1C=CC2=CC=C(C=C12)C=1C=C(C=C2N=CC=NC12)N 8-(1-methyl-1H-indol-6-yl)quinoxalin-6-amine